tert-butyl (22-hydroxy-16-oxo-3,6,9,12-tetraoxa-15-azadocosyl)carbamate OCCCCCCC(NCCOCCOCCOCCOCCNC(OC(C)(C)C)=O)=O